C(CCCCCCCCCCC)(=O)NCCC(=O)N dodecanoyl-β-alaninamide